CS(=O)(=O)OCCC(CO[Si](C1=CC=CC=C1)(C1=CC=CC=C1)C(C)(C)C)C 4-[(tert-butyldiphenylsilyl) oxy]-3-methylbutyl methanesulfonate